3-buten-1-yltri(tert-butoxy)tin C(CC=C)[Sn](OC(C)(C)C)(OC(C)(C)C)OC(C)(C)C